4',5,7-trihydroxy-3',5'-dimethoxyflavone OC1=C(C=C(C=2OC3=CC(=CC(=C3C(C2)=O)O)O)C=C1OC)OC